(S)-2-(4-(6-((4-(cyclopropanecarbonyl)-2-fluorobenzyl)oxy)pyridin-2-yl)-2-fluorobenzyl)-1-(oxetan-2-ylmethyl)-1H-benzo[d]imidazole-6-carboxylic acid C1(CC1)C(=O)C1=CC(=C(COC2=CC=CC(=N2)C2=CC(=C(CC3=NC4=C(N3C[C@H]3OCC3)C=C(C=C4)C(=O)O)C=C2)F)C=C1)F